5-Isobutyl-3,7-dimethyloctan-1-ol C(C(C)C)C(CC(CCO)C)CC(C)C